O1C=2C(C=C1)=C(C1=CC=CC=C1C2O)O naphtho[2,3-b]furan-4,9-diol